N1C=CC2=C(C=CC=C12)OC(C(=O)OC)(C)C methyl 2-((1H-indol-4-yl)oxy)-2-methylpropanoate